(4-(3-(1-(azetidin-3-yl)-1H-pyrazol-4-yl)-1H-pyrazolo[3,4-c]pyridin-5-yl)-3,5-difluorophenyl)-N-methylmethanamine N1CC(C1)N1N=CC(=C1)C1=NNC2=CN=C(C=C21)C2=C(C=C(C=C2F)CNC)F